BrC1=C(C(=C(C=C1)N1CCC(CC1)CN1C(CCC1)=O)F)F 1-((1-(4-bromo-2,3-difluorophenyl)piperidin-4-yl)methyl)pyrrolidin-2-one